3-[(4-tert-butylphenyl)sulfanyl]-N-hydroxypyridazine-4-carboximidamide C(C)(C)(C)C1=CC=C(C=C1)SC=1N=NC=CC1C(NO)=N